6-[1-[1-(3-fluoroazetidine-3-carbonyl)-4-piperidyl]-5-methyl-triazol-4-yl]-4-[2-hydroxy-1-(2-pyridyl)ethoxy]pyrazolo[1,5-a]pyridine-3-carbonitrile FC1(CNC1)C(=O)N1CCC(CC1)N1N=NC(=C1C)C=1C=C(C=2N(C1)N=CC2C#N)OC(CO)C2=NC=CC=C2